vanadium ammonium salt [NH4+].[V+5]